C(C1=CC=CC=C1)(=O)O[C@@H]1C(CC=2N(N=C(C21)C(F)(F)F)C2=CC=C(C=C2)Cl)(F)F [(4S)-1-(4-chlorophenyl)-5,5-difluoro-3-(trifluoromethyl)-4,6-dihydrocyclopenta[c]pyrazol-4-yl] benzoate